[Si](C)(C)(C(C)(C)C)OCCC1=C(C=C(C=C1)B(OC(C)C)OC(C)C)OC diisopropyl (4-(2-((tert-butyldimethylsilyl)oxy)ethyl)-3-methoxyphenyl)boronate